rac-tert-butyl N-[(3S,4S)-3-hydroxypiperidin-4-yl]carbamate O[C@H]1CNCC[C@@H]1NC(OC(C)(C)C)=O |r|